7-cyclobutoxy-N-(1-methyl-1H-pyrazol-3-yl)-2-(1-methyl-2-oxabicyclo[2.2.2]octan-4-yl)imidazo[1,2-a]pyridine-6-carboxamide C1(CCC1)OC1=CC=2N(C=C1C(=O)NC1=NN(C=C1)C)C=C(N2)C21COC(CC2)(CC1)C